NC1=C(NC2CC(NC2)=O)C(=CC(=C1)Br)C(F)(F)F 4-[2-amino-4-bromo-6-(trifluoromethyl)anilino]pyrrolidin-2-one